FC[C@H]1CN(CCO1)C1=CC=C(N=N1)C1=C(C=C(C=C1C)C(F)(F)F)O 2-[6-[(2R)-2-(fluoromethyl)morpholin-4-yl]pyridazin-3-yl]-3-methyl-5-(trifluoromethyl)phenol